1-(7Z,10Z,13Z,16Z-docosatetraenoyl)-2-pentadecanoyl-glycero-3-phospho-(1'-sn-glycerol) CCCCCCCCCCCCCCC(=O)O[C@H](COC(=O)CCCCC/C=C\C/C=C\C/C=C\C/C=C\CCCCC)COP(=O)(O)OC[C@H](CO)O